(S)-tert-butyl 4-((3-chloro-1-tosyl-1H-pyrrolo[2,3-b]pyridin-6-yl)(methyl)carbamoyl)-3-(6-methyl-4-(trifluoromethyl)pyridin-2-yl)-2-oxoimidazolidine-1-carboxylate ClC1=CN(C2=NC(=CC=C21)N(C(=O)[C@H]2N(C(N(C2)C(=O)OC(C)(C)C)=O)C2=NC(=CC(=C2)C(F)(F)F)C)C)S(=O)(=O)C2=CC=C(C)C=C2